C1(=CC=CC=C1)S(=O)[O-].[Li+] Lithium benzenesulfinate